ethyl 3-(4-(4-hydroxypentyl)thiazol-2-yl)-3-(2-methoxypyrimidin-5-yl)propanoate OC(CCCC=1N=C(SC1)C(CC(=O)OCC)C=1C=NC(=NC1)OC)C